(5-(6-(pyridin-4-yl)-1H-benzo[d]imidazol-2-yl)-1H-pyrrol-3-yl)(2-(trifluoromethyl)phenyl)methanone N1=CC=C(C=C1)C=1C=CC2=C(NC(=N2)C2=CC(=CN2)C(=O)C2=C(C=CC=C2)C(F)(F)F)C1